bicyclo[1.1.1]pentan-1-ylacetic acid C12(CC(C1)C2)CC(=O)O